difluorobenzocyclooctyne C1CCC2=C(C=CC(=C2F)F)C#CC1